6-[(methoxyimino)methyl]phenol CON=CC1=CC=CC=C1O